(S)-quinuclidin-3-yl ((R)-6-(4-butylphenyl)-2,2-dimethyl-1,2,3,4-tetrahydronaphthalen-1-yl)carbamate C(CCC)C1=CC=C(C=C1)C=1C=C2CCC([C@H](C2=CC1)NC(O[C@@H]1CN2CCC1CC2)=O)(C)C